ClC=1C(=C(C=CC1F)[C@@H](NC(=O)[C@H]1NC(NC1)=O)C1=CN=C(S1)OCC(F)(F)F)F (S)-N-((R)-(3-chloro-2,4-difluorophenyl)(2-(2,2,2-trifluoroethoxy)thiazol-5-yl)-methyl)-2-oxoimidazolidine-4-carboxamide